2,3,6-tri-O-acetyl-4-O-(2,3,4,6-tetra-O-acetyl-beta-D-galactopyranosyl)-beta-D-glucopyranosyl bromide C(C)(=O)O[C@H]1[C@@H](O[C@@H]([C@H]([C@@H]1OC(C)=O)O[C@H]1[C@H](OC(C)=O)[C@@H](OC(C)=O)[C@@H](OC(C)=O)[C@H](O1)COC(C)=O)COC(C)=O)Br